FC1=CC=C(C=C1)C1=C(C(=NC2=CC3=C(C=C12)C=NN3)C3=CC=C(C(=O)O)C=C3)OC(C)C 4-[5-(4-fluorophenyl)-6-isopropoxy-1H-pyrazolo[4,3-g]quinolin-7-yl]benzoic acid